FC1=CC=C(C=C1)COC=1C=CC=2N(C1)C(=C(N2)C(=O)NC2(CCS(CC2)(=O)=O)C)C 6-[(4-fluorophenyl)methoxy]-3-methyl-N-(4-methyl-1,1-dioxo-thian-4-yl)imidazo[1,2-a]pyridine-2-carboxamide